Methyl 3-aminobutyrate p-toluenesulfonate salt CC1=CC=C(C=C1)S(=O)(=O)O.NC(CC(=O)OC)C